ethyl-dihydropyridine C(C)N1CC=CC=C1